1-methyl-pyrid-2-one CN1C(C=CC=C1)=O